IC1=CC=2C(=NC=CC2OC=2C(=NNC2)C2CCOCC2)N1S(=O)(=O)C 2-iodo-4-((3-(tetrahydro-2H-pyran-4-yl)-1H-pyrazol-4-yl)oxy)-1-methanesulfonyl-1H-pyrrolo[2,3-b]pyridine